O-benzylisovanillin COC1=C(C=C(C=C1)C=O)OCC2=CC=CC=C2